3-(2-bromoethyl)-1-[4-(3-cyanophenyl)thiazol-2-yl]-1-[3-(trifluoromethyl)phenyl]Urea BrCCNC(N(C1=CC(=CC=C1)C(F)(F)F)C=1SC=C(N1)C1=CC(=CC=C1)C#N)=O